FC=1C(=C(C=CC1F)C1C(SC(C1)(C(F)(F)F)C)C(=O)NC1=CC(=CS1)OB(O)O)OC (5-(3-(3,4-difluoro-2-methoxyphenyl)-5-methyl-5-(trifluoromethyl)tetrahydrothiophene-2-carboxamido)thiophen-3-yl)boric acid